The molecule is an icosanoid anion that is the conjugate base of 10,11-dihydro-12-oxoleukotriene B4, obtained by deprotonation of the carboxy group; major species at pH 7.3. It is a conjugate base of a 10,11-dihydro-12-oxoleukotriene B4. CCCCC/C=C\\CC(=O)CC/C=C/C=C\\[C@H](CCCC(=O)[O-])O